trans-4-((4-(2-Cyclopropyloxazol-4-yl)pyridin-2-yl)((trans-4-(5-methoxy-6-methylpyridin-2-yl)cyclohexyl)methyl)carbamoyl)cyclohexyl (2-hydroxy-3-methylbutyl)carbamate OC(CNC(O[C@@H]1CC[C@H](CC1)C(N(C[C@@H]1CC[C@H](CC1)C1=NC(=C(C=C1)OC)C)C1=NC=CC(=C1)C=1N=C(OC1)C1CC1)=O)=O)C(C)C